BrC=1C=C2C(=NN=C(C2=CC1)N[C@H](C)C1=CC(=CS1)C1=C(CN(C(OC(C)(C)C)=O)C)C=CC=C1)Cl tert-butyl (R)-(2-(5-(1-((6-bromo-4-chlorophthalazin-1-yl)amino)ethyl)thiophen-3-yl)benzyl)(methyl)carbamate